3-(3-(hydroxymethyl)cyclobutyl)quinazolin-4(3H)-one OCC1CC(C1)N1C=NC2=CC=CC=C2C1=O